(3bR,5aR,7S,9aR,9bS)-5a-hydroxy-7,9b-dimethyl-7-vinyl-3b,4,5,5a,6,7,8,9,9a,9b,10,11-dodecahydrophenanthro[1,2-c]furan-1(3H)-one O[C@]12C[C@](CC[C@@H]1[C@]1(CCC3=C(COC3=O)[C@@H]1CC2)C)(C=C)C